S1CC(C1)C(=O)OCC ethyl thietane-3-carboxylate